2-[[1-[(2-Chlorophenyl)methyl]-5-(3-fluorophenyl)pyrazol-3-yl]methoxy]-2-methyl-propanoic acid ClC1=C(C=CC=C1)CN1N=C(C=C1C1=CC(=CC=C1)F)COC(C(=O)O)(C)C